2-bromo-5-(2-chloropyridin-4-yloxy)-4-(6-methylpyridin-2-yl)thiazole BrC=1SC(=C(N1)C1=NC(=CC=C1)C)OC1=CC(=NC=C1)Cl